6-(Cyclopropanecarboxamido)-4-((1-ethyl-7-methoxy-1H-indazol-6-yl)amino)-N-(methyl-d3)pyridazine-3-carboxamide C1(CC1)C(=O)NC1=CC(=C(N=N1)C(=O)NC([2H])([2H])[2H])NC1=CC=C2C=NN(C2=C1OC)CC